FC(CN1C(=NC2=C1C=C(C=C2F)C2=CNC=1N=C(N=C(C12)OC)NC1CC(C1)(C(=O)N(C)C)C)C)F (1s,3s)-3-((5-(1-(2,2-difluoroethyl)-4-fluoro-2-methyl-1H-benzo[d]imidazol-6-yl)-4-methoxy-7H-pyrrolo[2,3-d]pyrimidin-2-yl)amino)-N,N,1-trimethylcyclobutane-1-carboxamide